ClC=1C(N(S(C1Cl)(=O)=O)C1=CC=C(C=C1)CCC(=O)O)=O 3-(4-(4,5-dichloro-1,1-dioxido-3-oxoisothiazol-2(3H)-yl)phenyl)propanoic acid